COC1CCC(CC1)NC1=NC(=NC=C1C=O)SC 4-[(4-methoxycyclohexyl)amino]-2-methylsulfanyl-pyrimidine-5-carbaldehyde